O=C1NC(CCC1NC1=CC=C(C=C1)C1CCN(CC1)C(CN1CCC(CC1)C=1N=C2N(C=C(C(=C2)OC(C)C)NC(=O)C2=NC=NC=C2)C1)=O)=O N-[2-[1-[2-[4-[4-[(2,6-dioxo-3-piperidyl)amino]phenyl]-1-piperidyl]-2-oxo-ethyl]-4-piperidyl]-7-isopropoxy-imidazo[1,2-a]pyridin-6-yl]pyrimidine-4-carboxamide